3-fluoro-1,4-dimethylpyridin-2(1H)-one FC=1C(N(C=CC1C)C)=O